(Z)-N-((4-amino-2-methylpyrimidin-5-yl)methyl)-N-(3-(butyldisulfanyl)-5-hydroxypent-2-en-2-yl)carboxamide NC1=NC(=NC=C1CN(C=O)\C(\C)=C(\CCO)/SSCCCC)C